6-(2-Chloro-6-fluorophenyl)-2-(4-ethyl-3-(hydroxymethyl)-5-oxo-4,5-dihydro-1H-1,2,4-triazol-1-yl)-3-fluoro-8-isopropyl-1,6-naphthyridin-5(6H)-one ClC1=C(C(=CC=C1)F)N1C(C=2C=C(C(=NC2C(=C1)C(C)C)N1N=C(N(C1=O)CC)CO)F)=O